C(#N)C=1C(=NC(=NC1)N1N=CC(=C1)C(=O)NCC=1C=NC(=CC1)C1=CC=CC=C1)O 1-(5-cyano-4-hydroxypyrimidin-2-yl)-N-((6-phenylpyridin-3-yl)methyl)-1H-pyrazole-4-carboxamide